Cl.N1=CC(=CC=C1)C(=N)N Pyridine-3-formamidine hydrochloride